OCC1CN(CCC1)C1=C(C(=O)NC2=CC(=NC=C2)S(N)(=O)=O)C=C(C=N1)C(F)(F)F 2-(3-(Hydroxymethyl)piperidin-1-yl)-N-(2-sulfamoylpyridin-4-yl)-5-(trifluoromethyl)nicotinamide